7-butyl-1,1-dimethyl-4-indanyl methyl ketone CC(=O)C=1C=2CCC(C2C(=CC1)CCCC)(C)C